COC1=C(C=CC=C1)C1NCCC1C(=O)O 2-(2-methoxyphenyl)pyrrolidine-3-carboxylic acid